CC=1NC(=C(C(C1C(C)=O)C=1C2=C(SC1)C=CC(=C2)C=2C=NC=CC2)C(C)=O)C 1,1'-(2,6-Dimethyl-4-(5-(pyridin-3-yl)benzo[b]thiophen-3-yl)-1,4-dihydro-pyridine-3,5-diyl)diethanone